2-cyanophenylboronic acid C(#N)C1=C(C=CC=C1)B(O)O